C(=O)(OC=1C=C(C(=CC1OC)CCC)/C=C/C(=O)OCC)OC=1C=C(C(=CC1OC)CCC)/C=C/C(=O)OCC Diethyl (2E,2'E)-3,3'-[carbonylbis(oxy[4-methoxy-6-propyl-3,1-phenylene])]di(prop-2-enoate)